cis-2-(3-nitrophenyl)cyclobutane-1-carboxamide [N+](=O)([O-])C=1C=C(C=CC1)[C@@H]1[C@@H](CC1)C(=O)N